(3S)-3-[[3-(5-methyl-1,2,4-oxadiazol-3-yl)benzoyl]amino]piperidine-1-carboxylic acid tert-butyl ester C(C)(C)(C)OC(=O)N1C[C@H](CCC1)NC(C1=CC(=CC=C1)C1=NOC(=N1)C)=O